hexane-2,3-dione CC(C(CCC)=O)=O